FC1([C@H](C2=C(C=CC(=C2C1)[C@H]1CC[C@@H](C=2C=C(C=C(C12)C#N)F)F)C1=C2CC(NC2=CC=C1)=O)O)F (5S,8R)-8-[(1S)-2,2-difluoro-1-hydroxy-7-(2-oxo-2,3-dihydro-1H-indol-4-yl)-2,3-dihydro-1H-inden-4-yl]-3,5-difluoro-5,6,7,8-tetrahydronaphthalene-1-carbonitrile